5-nitroisophthalic acid monomethyl ester COC(C1=CC(C(=O)O)=CC(=C1)[N+](=O)[O-])=O